COC1=CC=C(CN(C=2C=C(C(=C(C2)C2CC(C(CO2)C(=O)OC)=O)C(F)(F)F)Cl)CC2=CC=C(C=C2)OC)C=C1 methyl 6-(5-(bis(4-methoxybenzyl)amino)-3-chloro-2-(trifluoromethyl)phenyl)-4-oxotetrahydro-2H-pyran-3-carboxylate